silaadamantane C1C2CC3CC1C[Si](C2)C3